[C@@H]12CCC[C@@H](CC1)N2C2=CC=C(C=C2)NC(C2=CC(=C(C(=C2)C=O)O)F)=O N-(4-((1R,5S)-8-azabicyclo[3.2.1]octan-8-yl)phenyl)-3-fluoro-5-formyl-4-hydroxybenzamide